N[C@@H]1CN(CC1)C1=C2C=NN(C2=C(C=C1NC(=O)C1=[N+](C(=CC=C1)C1=C(C=CC=C1OC)F)[O-])F)C 2-((4-((S)-3-aminopyrrolidin-1-yl)-7-fluoro-1-methyl-1H-indazol-5-yl)carbamoyl)-6-(2-fluoro-6-methoxyphenyl)pyridine 1-oxide